[7-(3-Chloro-4-methoxy-benzylamino)-1-methyl-3-propyl-1H-pyrazolo[4,3-d]pyrimidin-5-ylmethoxy]-acetic acid ClC=1C=C(CNC=2C3=C(N=C(N2)COCC(=O)O)C(=NN3C)CCC)C=CC1OC